(S)-N-(2-(2-cyano-4,4-difluoropyrrolidin-1-yl)-2-oxoethyl)-3-(4-fluorophenethyl)isonicotinamide C(#N)[C@H]1N(CC(C1)(F)F)C(CNC(C1=C(C=NC=C1)CCC1=CC=C(C=C1)F)=O)=O